C(C)(C)(C)OC(=O)N1C=C(C=C1)N (R)-N-tert-butoxycarbonyl-3-aminopyrrole